C(C1=CC(O)=C(O)C(O)=C1)(=O)[O-].C(C1=CN=CC=C1)(=O)[O-].C(C1=CN=CC=C1)(=O)[O-].[Cr+3] chromium dinicotinate gallate